Cl.C(C1=CC=CC=C1)(C1=CC=CC=C1)OC1CCN(CC1)C 4-(benzhydryloxy)-1-methylpiperidine hydrochloride